3-((2S)-3-(8-(2-fluoro-3-methylphenylsulfonyl)-1-oxa-8-azaspiro[4.5]decan-3-ylamino)-2-hydroxypropoxy)-N-methylbenzenesulfonamide FC1=C(C=CC=C1C)S(=O)(=O)N1CCC2(CC(CO2)NC[C@@H](COC=2C=C(C=CC2)S(=O)(=O)NC)O)CC1